C(=C)C1=C(C=CC=C1)C=C 1,2-divinyl-benzene